C(#N)C1=CC=C(C2=C1CCO2)N2C(=C(CC1=C(N=CC(=C21)C)C2CCC2)C(=O)N)C 4-cyano-2,3-dihydrobenzofuran-7-yl-5-cyclobutyl-2,8-dimethyl-1,4-dihydro-1,6-naphthyridine-3-formamide